C(C)(C)(C)C=1C=C2C=CC3=C(C(=C(C4=CC=C(C1)C2=C43)C4=CC=C(C=C4)OC)O)C4=CC=C(C=C4)OC 7-tert-butyl-1,3-bis-(4-methoxyphenyl)-2-hydroxypyrene